5-(1H-pyrrole-1-yl)-2-mercapto-1H-benzo[d]imidazole N1(C=CC=C1)C1=CC2=C(NC(=N2)S)C=C1